C12(CC3CC(CC(C1)C3)C2)NC(COC2=NC(NC(=C2)OCC(C)(C)C)=O)=O N-(adamantan-1-yl)-2-((6-(neopentyloxy)-2-oxo-1,2-dihydropyrimidin-4-yl)oxy)acetamide